(2S)-2-amino-3-[(2S)-4-methyl-3-oxo-1,4-benzoxazin-2-yl]propanamide N[C@H](C(=O)N)C[C@@H]1OC2=C(N(C1=O)C)C=CC=C2